NC1(CCC1)C1=CC=C(C=C1)N1C(=NC=2C1=NC(=CC2)C=2C=C(CCNC(CCCCNC1=C3C(N(C(C3=CC=C1)=O)C1C(NC(CC1)=O)=O)=O)=O)C=CC2)C=2C(=NC=CC2)N N-(3-(3-(4-(1-Aminocyclobutyl)phenyl)-2-(2-aminopyridin-3-yl)-3H-imidazo[4,5-b]pyridin-5-yl)phenethyl)-5-((2-(2,6-dioxopiperidin-3-yl)-1,3-dioxoisoindolin-4-yl)amino)pentanamid